ClC1=CN=CC(=N1)C1=CC(=C(C=C1)NC(C(C)(C)C=1N=C(SC1)NS(=O)(=O)C1CC1)=O)C N-(4-(6-chloropyrazin-2-yl)-2-methylphenyl)-2-(2-(cyclopropanesulfonamido)thiazol-4-yl)-2-methylpropanamide